O1CCN(CC1)C1=C(C=NC2=C(C=CC=C12)C1=C(C(=CC(=C1)F)F)F)C(=O)NN1C2=C(OCC1=O)C=CC=C2 4-morpholino-N-(3-oxo-2,3-dihydro-4H-benzo[b][1,4]oxazin-4-yl)-8-(2,3,5-trifluorophenyl)quinoline-3-carboxamide